FC1CN(C1)C1=CC=2C(N=C1)=NNC2 5-(3-fluoroazetidin-1-yl)-2H-pyrazolo[3,4-b]pyridin